1-(4-fluorobenzyl)imidazolin-2-imine Hydrobromide Br.FC1=CC=C(CN2C(NCC2)=N)C=C1